FC(OCCN1N=C(C(=C1)C=1N=CC2=C(N1)OC(=C2)C2=CC=CC=C2)C2=CC=C(C=C2)F)F {1-[2-(difluoromethoxy)ethyl]-3-(4-fluorophenyl)-1H-pyrazol-4-yl}-6-phenylfuro[2,3-d]pyrimidine